propyl-phthalic acid C(CC)C1=C(C(C(=O)O)=CC=C1)C(=O)O